1-((2-azaspiro[3.5]nonan-7-yl)amino)-2-methylpropan C1NCC12CCC(CC2)NCC(C)C